O1C=CC=2C1=NC=C(C2)C(=O)N furo[2,3-b]pyridine-5-carboxamide